BrC=1C=C(C=C(C1)NS(=O)(=O)C)NC(=O)C=1C=NN(C1)C1CCCCC1 N-(3-bromo-5-(methylsulfonylamino)phenyl)-1-cyclohexyl-1H-pyrazole-4-carboxamide